tert-butyl N-methyl-N-[3-(2-methyl-1-oxoisoquinolin-4-yl) phenyl]carbamate CN(C(OC(C)(C)C)=O)C1=CC(=CC=C1)C1=CN(C(C2=CC=CC=C12)=O)C